N-benzyl-N-methyl-8,11-dioxadispiro[3.2.47.24]tridecan-2-amine C(C1=CC=CC=C1)N(C1CC2(C1)CCC1(OCCO1)CC2)C